Ethyl 1-(1-chloro-4-carbonyl-4H-quinolizin-9-yl)-5-(trifluoromethyl)-1H-pyrazole-4-carboxylate ClC=1C=CC(N2C=CC=C(C12)N1N=CC(=C1C(F)(F)F)C(=O)OCC)=C=O